(R)-N-(2-(4-cyanothiazolidin-3-yl)-2-oxoethyl)-6-(5-azaspiro[2.3]hexane-5-yl)quinoline-4-carboxamide C(#N)[C@H]1N(CSC1)C(CNC(=O)C1=CC=NC2=CC=C(C=C12)N1CC2(CC2)C1)=O